O=C1N(C2=CC=C(C=C2CC1)C=1C=CC=2N(N1)C(=NN2)CC=2C=C1C=CC=NC1=CC2)CC(=O)O 2-(2-oxo-6-(3-(quinolin-6-ylmethyl)-[1,2,4]triazolo[4,3-b]pyridazin-6-yl)-3,4-dihydroquinolin-1(2H)-yl)acetic acid